FC1=CC=CC=2N=C(SC21)N(CC#CC2=CC=C(C(=O)O)C=C2)CCC2=CC=C(C=C2)F 4-(3-((7-fluorobenzo[d]thiazol-2-yl)(4-fluorophenethyl)amino)prop-1-yn-1-yl)benzoic acid